2,2-dimethyl-N-[2-methyl-5-(5-methylfuran-2-yl)-[1,2,4]triazolo[1,5-c]pyrimidin-7-yl]propanamide CC(C(=O)NC1=CC=2N(C(=N1)C=1OC(=CC1)C)N=C(N2)C)(C)C